C(C)C1=C2C=C(NC2=CC=C1)C(=O)N1[C@@H]([C@H]2C([C@H]2C1)(C)C)C(=O)N[C@H](C=O)C[C@H]1C(NCC1)=O (1R,2S,5S)-3-(4-ethyl-1H-indole-2-carbonyl)-6,6-dimethyl-N-((S)-1-oxo-3-((S)-2-oxopyrrolidin-3-yl)propan-2-yl)-3-azabicyclo[3.1.0]hexane-2-carboxamide